tert-butyl 2-[2-ethyl-7-({8-fluoro-2-methylimidazo[1,2-a]pyridin-6-yl}carbamoyl) indazol-4-yl]-2,7-diazaspiro[3.5]nonane-7-carboxylate C(C)N1N=C2C(=CC=C(C2=C1)N1CC2(C1)CCN(CC2)C(=O)OC(C)(C)C)C(NC=2C=C(C=1N(C2)C=C(N1)C)F)=O